6-Fluoro-8-(6-fluoro-1-methylsulfonylindazol-4-yl)-4,4,9-trimethyl-2,5-dihydropyrazolo[4,3-c]chinolin FC1=CC(=C(C=2C=3C(C(NC12)(C)C)=CNN3)C)C3=C1C=NN(C1=CC(=C3)F)S(=O)(=O)C